1-(2,3-diethoxy-3-methylindol-1-yl)-2-phenylethan-1-one C(C)OC1N(C2=CC=CC=C2C1(C)OCC)C(CC1=CC=CC=C1)=O